FC=1C=C2NC=CC2=C2CN3N=NC(C(CCCCC(C4=CN=C(C=5C(=CC=C(OC12)C5)F)N4)C4=C(C=CC=C4)F)=O)=C3 24,30-difluoro-6-(2-fluorophenyl)-26-oxa-3,13,14,15,21,33-hexazahexacyclo-[25.3.1.12,5.112,15.017,25.018,22]tritriaconta-1(31),2,4,12(32),13,17,19,22,24,27,29-undecaen-11-one